(3S,4S)-1-(4-((3S*,4R*)-3-(hexylcarbamoyl)-4-octylpyrrolidine-1-carbonyl)benzoyl)-N3,N4-bis((1S,2R)-2-phenylcyclopropyl)pyrrolidine-3,4-dicarboxamide C(CCCCC)NC(=O)[C@@H]1CN(C[C@@H]1CCCCCCCC)C(=O)C1=CC=C(C(=O)N2C[C@H]([C@@H](C2)C(=O)N[C@@H]2[C@H](C2)C2=CC=CC=C2)C(=O)N[C@@H]2[C@H](C2)C2=CC=CC=C2)C=C1 |o1:9,13|